[1,2,3]triazolo[1,5-a]quinoline-3-carboxylic acid N1=NC(=C2N1C1=CC=CC=C1C=C2)C(=O)O